4-[(E)-2-(5-chloro-1-cyclopropylimidazol-4-yl)ethenyl]-1,3-thiazol-2-amine ClC1=C(N=CN1C1CC1)/C=C/C=1N=C(SC1)N